C1(=CC=CC=C1)C=1C=NC2=C3N=CC(=CC3=CC=C2C1)C1=CC=CC=C1 3,8-bis(phenyl)-1,10-phenanthroline